2-chloro-4-(morpholin-4-yl)furo[3,2-d]pyrimidine ClC=1N=C(C2=C(N1)C=CO2)N2CCOCC2